FC1=CC2=C(NC([C@H](CS2(=O)=O)NC(OC(C)(C)C)=O)=O)C=C1C=1OC(=NN1)C(C(F)(F)F)(F)F tert-butyl N-[(3R)-8-fluoro-1,1,4-trioxo-7-[5-(1,1,2,2,2-pentafluoroethyl)-1,3,4-oxadiazol-2-yl]-3,5-dihydro-2H-1λ6,5-benzothiazepin-3-yl]carbamate